C1(CCCCC1)[C@H](C(=O)N1CCC(CC1)OC1CCN(CC1)CC(=O)N1CCN(CC1)C(C1=C(C=CC(=C1)CC1=NNC(C2=CC=CC=C12)=O)F)=O)NC(C(F)F)=O N-[(1R)-1-cyclohexyl-2-[4-[[1-[2-[4-[2-fluoro-5-[(4-oxo-3H-phthalazin-1-yl)methyl]benzoyl]piperazin-1-yl]-2-oxo-ethyl]-4-piperidyl]oxy]-1-piperidyl]-2-oxo-ethyl]-2,2-difluoro-acetamide